ClC1=CC=C(C=C1)C=1C(=NN2C1N=C(NC2=O)S(=O)C)C(C)C 8-(4-chlorophenyl)-7-isopropyl-2-(methylsulfinyl)pyrazolo[1,5-a][1,3,5]triazin-4(3H)-one